4-Bromo-1-(4-(3-(3,3-dimethylazetidin-1-yl)pyrrolidin-1-yl)phenyl)-1H-imidazole BrC=1N=CN(C1)C1=CC=C(C=C1)N1CC(CC1)N1CC(C1)(C)C